NC1=C(C(=C(C(=C1)F)SC=1C=CC(=C(C#N)C1)F)F)F 5-(4-amino-2,3,6-trifluoro-phenyl)sulfanyl-2-fluoro-benzonitrile